C(CCCCCCCCCCCCCCCCC)P(O)(O)(CCCCCCCCCCCCCCCCCC)OCC(CO)(CO)CO pentaerythritol bisstearyl-phosphite